1-(4-bromo-3-methyl-1-phenyl-1H-pyrazol-5-yl)-3-((3s,4r)-4-(3,5-difluorophenyl)-1-(2-methoxyethyl)pyrrolidin-3-yl)urea BrC=1C(=NN(C1NC(=O)N[C@@H]1CN(C[C@H]1C1=CC(=CC(=C1)F)F)CCOC)C1=CC=CC=C1)C